FC1=CC(=C(C=C1)C=1C=CC(=NC1)CC=1OC=C(N1)C(=O)N1[C@H]([C@H](C1)O)C)C (2-((5-(4-fluoro-2-methylphenyl)pyridin-2-yl)methyl)oxazol-4-yl)((2S,3S)-3-hydroxy-2-methylazetidin-1-yl)methanone